4-((1,3-dimethyl-2-oxo-6-thioxo-1,2,3,6-tetrahydro-7H-purin-7-yl)methyl)benzaldehyde CN1C(N(C=2N=CN(C2C1=S)CC1=CC=C(C=O)C=C1)C)=O